O[C@H]1CCN(CCC1)C1=C(C=C(C=C1)C(F)(F)F)NC(=O)C=1OC(=CC1)C1=CC=NC=C1 (R)-N-(2-(4-hydroxyazepan-1-yl)-5-(trifluoromethyl)-phenyl)-5-(pyridin-4-yl)furan-2-carboxamide